1-(2-bromo-5-(tetrahydro-2H-pyran-4-yl)thiazol-4-yl)-N-methylmethanamine BrC=1SC(=C(N1)CNC)C1CCOCC1